ClC=1C(=C(C(=CC1)F)[C@@H](NC1=NC2=C(N1)C=CC=C2)C2CCCC2)F (S)-N-((3-chloro-2,6-difluorophenyl)(cyclopentyl)methyl)-1H-benzo[d]imidazol-2-amine